C(C)(C)(C)OC(=O)NC=1C=CC(=C(NC(C(C)N2C=CC3=CC(=CC=C23)S(=O)(=O)N2C[C@@H](CC2)NC(OC(C)(C)C)=O)=O)C1)C tert-butyl N-[(3R)-1-[1-[2-[5-(tert-butoxycarbonylamino)-2-methyl-anilino]-1-methyl-2-oxo-ethyl]indol-5-yl]sulfonylpyrrolidin-3-yl]carbamate